ClC=1C(=C(C=CC1OC(F)(F)F)NC=1C2=C(N=CN1)C=CC(=N2)O[C@@H]2CN(CC2)C(C=C)=O)F (S)-1-(3-((4-((3-chloro-2-fluoro-4-(trifluoromethoxy)phenyl)amino)-pyrido[3,2-d]pyrimidin-6-yl)oxy)pyrrolidin-1-yl)prop-2-en-1-one